Trans-N-(3-(2,6-dimethoxyphenyl)-1-((2-(trimethylsilyl)ethoxy)methyl)-1H-pyrrolo[2,3-b]pyridin-6-yl)-2-(2-((tetrahydro-2H-pyran-2-yl)oxy)ethyl)cyclopropane-1-carboxamide COC1=C(C(=CC=C1)OC)C1=CN(C2=NC(=CC=C21)NC(=O)[C@H]2[C@@H](C2)CCOC2OCCCC2)COCC[Si](C)(C)C